1-(1H-Benzo[d]imidazol-5-yl)-5-(3-methoxyphenyl)imidazolidin-2-on N1C=NC2=C1C=CC(=C2)N2C(NCC2C2=CC(=CC=C2)OC)=O